4-[2-[4-[[2-[(6-bromo-2-pyridyl)oxy]ethyl-cyclopropyl-amino]methyl]-2-pyridyl]ethynyl]-N1-methyl-2,7-naphthyridine-1,6-diamine BrC1=CC=CC(=N1)OCCN(C1CC1)CC1=CC(=NC=C1)C#CC1=CN=C(C2=CN=C(C=C12)N)NC